5-(2-ethoxy)ethoxymethylthiazole CCOCCOCC1=CN=CS1